FC(OC1=C(C(=O)N)C=C(C=N1)NC(C(=O)N1C(CCC(C1)C)C1=CC=C(C=C1)F)=O)F 2-(difluoromethoxy)-5-(2-(2-(4-fluorophenyl)-5-methylpiperidin-1-yl)-2-oxoacetamido)nicotinamide